C(C)(C)(C)ONC(C[C@@H](C(=O)N[C@H](C(=O)NCC1=CC=CC2=CC=CC=C12)COC)NC(=O)C1=NOC(=C1)C)=O (S)-N4-(tert-butoxy)-N1-((S)-3-methoxy-1-((naphthalen-1-ylmethyl)amino)-1-oxopropan-2-yl)-2-(5-methylisoxazole-3-carboxamido)succinamide